C1(=C(C=CC=C1)C1=C(C2=C(SC3=C2C=CC=C3)C=C1)C1=NN=NC(=C1C1=CC=CC=C1)C1=CC=CC=C1)C1=CC=CC=C1 (biphenylyl)(diphenyltriazinyl)dibenzothiophene